3-(5-((2-(4-((4'-chloro-5,5-dimethyl-3,4,5,6-tetrahydro-[1,1'-biphenyl]-2-yl)methyl)piperazin-1-yl)ethyl)amino)-2-methyl-4-oxoquinazolin-3(4H)-yl)piperidine-2,6-dione ClC1=CC=C(C=C1)C1=C(CCC(C1)(C)C)CN1CCN(CC1)CCNC1=C2C(N(C(=NC2=CC=C1)C)C1C(NC(CC1)=O)=O)=O